C12C(NCC2CCC1)S(=O)(=O)[O-].[Na+] sodium (3s,7r)-3-azabicyclo[3.3.0]octane-2-sulfonate